9,9-bis[9-(2-hydroxyethoxy)-3-phenanthryl]fluorene OCCOC=1C2=CC=CC=C2C=2C=C(C=CC2C1)C1(C2=CC=CC=C2C=2C=CC=CC12)C=1C=CC=2C=C(C3=CC=CC=C3C2C1)OCCO